C(O)(=O)OC(CCC)(O)O butanetriol carbonate